FC1=NN(C=C1[N+](=O)[O-])C(CO)C=1N(N=NC1)CC(F)(F)F 2-(3-fluoro-4-nitro-pyrazol-1-yl)-2-[3-(2,2,2-trifluoroethyl)triazol-4-yl]ethanol